(4-(trifluoromethyl)cuban-1-yl)acetamide FC(C12C3C4C5(C(C14)C2C53)CC(=O)N)(F)F